C(C)(=O)O[C@H]1CN(CC1)C(NC1=CC(=C(C=C1)C=1C=C2N(N=C(C=C2C2CC2)C(=O)N2[C@@H](C3=CC=CC=C3CC2)C)C1)F)=O (R)-1-((4-(4-cyclopropyl-2-((R)-1-methyl-1,2,3,4-tetrahydroisoquinoline-2-carbonyl)pyrrolo[1,2-b]pyridazin-6-yl)-3-fluorophenyl)carbamoyl)pyrrolidin-3-yl acetate